1-(8-bromopyrido[2,3-e][1,2,4]triazolo[4,3-a]pyrazin-4-yl)-N-methylazetidin-3-amine ethyl-sulfate salt C(C)OS(=O)(=O)O.BrC1=CC2=C(N=C(C=3N2C=NN3)N3CC(C3)NC)N=C1